C(C1=CC=CC=C1)OC=1C(=CC(=C(C1)NC(OCC=C)=O)C(=O)N1[C@@H](CC(=CC1)C1=CSC=C1)CO[Si](C)(C)C(C)(C)C)OC Allyl (S)-(5-(benzyloxy)-2-(2-(((tert-butyldimethylsilyl)oxy)methyl)-4-(thiophen-3-yl)-1,2,3,6-tetrahydropyridine-1-carbonyl)-4-methoxyphenyl)carbamate